5-((2-(4-fluoro-2-(hydroxymethyl)phenyl)pyridin-3-yl)methyl)-1-methyl-1H-pyrazole FC1=CC(=C(C=C1)C1=NC=CC=C1CC1=CC=NN1C)CO